C1(CCCC1)C1CC=NN1C(C(C)(C)C)=O 1-(5-cyclopentyl-4,5-dihydro-1H-pyrazol-1-yl)-2,2-dimethylpropan-1-one